C1(=CC=CC=C1)C=1C(=NC(=C(N1)C1=CC=CC=C1)C1=CC=CC=C1)C1=CC=C(C=C1)C1=C2C=CC=CC2=C(C2=CC=CC=C12)C=1C=C(C#N)C=CC1 3-(10-(4-(3,5,6-Triphenylpyrazin-2-yl)phenyl)anthracene-9-yl)benzonitrile